COC1=CC=C(C=C1)C1=C(NC=2N(C1=O)N=C(C2C2=CC=CC=C2)C2=CC=CC=C2)NC=2C=C(C#N)C=CN2 2-(6-(4-methoxyphenyl)-7-oxo-2,3-diphenyl-4,7-dihydropyrazolo[1,5-a]pyrimidin-5-ylamino)isonicotinonitrile